Cl.N[C@H]1COCC1 3-(R)-aminotetrahydrofuran HCl